8-isopropylthieno[3',2':4,5]pyrrolo[1,2-d][1,2,4]triazin-5(6H)-one C(C)(C)C1=NNC(C=2N1C1=C(C2)C=CS1)=O